C(C)C1=CC2=C(C(C=3NC4=CC(=CC=C4C3C2=O)C#N)(C)C)C=C1N1CCC(CC1)NC 9-ethyl-6,6-dimethyl-8-(4-(methylamino)piperidin-1-yl)-11-oxo-6,11-dihydro-5H-benzo[b]carbazole-3-carbonitrile